CC1(OB(OC1(C)C)C1=C2C(=NC=C1)C=NS2)C 7-(4,4,5,5-tetramethyl-1,3,2-dioxaborolan-2-yl)isothiazolo[4,5-b]pyridine